1-[(2-Chloro-3,4-dimethoxyphenyl)methyl]-2,3,4,9-tetrahydro-6-methyl-1H-pyrido[3,4-b]indole hydrochloride Cl.ClC1=C(C=CC(=C1OC)OC)CC1NCCC2=C1NC1=CC=C(C=C21)C